(2S)-2-(4,5-dichloro-6-oxo-pyridazin-1-yl)-N-[4-methyl-3-[3-(2-pyridyl)propylsulfonyl]phenyl]propanamide ClC=1C=NN(C(C1Cl)=O)[C@H](C(=O)NC1=CC(=C(C=C1)C)S(=O)(=O)CCCC1=NC=CC=C1)C